(2-chloro-3-methoxy-phenyl)-[rac-(3S,9aS)-3-(4-chloro-2-pyridyl)-3,4,6,7,9,9a-hexahydro-1H-pyrazino[2,1-c][1,4]oxazin-8-yl]methanone ClC1=C(C=CC=C1OC)C(=O)N1C[C@H]2CO[C@@H](CN2CC1)C1=NC=CC(=C1)Cl |r|